FC1=C(C=C(C=C1)F)S(=O)(=O)NC1=C(C(=C(C=C1)C)C1=CC2=C(N=C(N=C2)NC=2C=NN(C2)C)N2C1=NCC2)F 2,5-difluoro-N-(2-fluoro-4-methyl-3-(2-((1-methyl-1H-pyrazol-4-yl)amino)-8,9-dihydroimidazo[1',2':1,6]pyrido[2,3-d]pyrimidin-6-yl)phenyl)benzenesulfonamide